3-(methacryloyloxymethyl)3-ethyl-oxetane C(C(=C)C)(=O)OCC1(COC1)CC